tert-butyl 4-{[2-(hexylamino)-6,7-dimethoxyquinazolin-4-yl]amino}piperidine-1-carboxylate C(CCCCC)NC1=NC2=CC(=C(C=C2C(=N1)NC1CCN(CC1)C(=O)OC(C)(C)C)OC)OC